C(C(=C)C)(=O)O[C@H](C(=O)OCC1=CC=CC=C1)C (S)-benzyl 2-methacryloxypropionate